BrCCC(=O)N1CCN(C2=CC(=CC=C12)F)C1=CC=CC=C1 3-bromo-1-(6-fluoro-4-phenyl-3,4-dihydroquinoxalin-1(2H)-yl)propan-1-one